2,4,6-tripropyl-1,3,5,2,4,6-trithiatribismane C(CC)[Bi]1S[Bi](S[Bi](S1)CCC)CCC